1-(Chloromethyl)-3-iodobenzene ClCC1=CC(=CC=C1)I